4-bromo-7-chloro-2,3-dihydrobenzofuran-6-carboxylic acid methyl ester COC(=O)C1=C(C2=C(CCO2)C(=C1)Br)Cl